(1R,5S,6r)-6-{[2-(5-methyl-2-pyridinyl)hydrazino]Carbonyl}-3-azabicyclo[3.1.0]Hexane-3-Formic acid tert-butyl ester C(C)(C)(C)OC(=O)N1C[C@H]2C([C@H]2C1)C(=O)NNC1=NC=C(C=C1)C